1-(11Z,14Z-eicosadienoyl)-2-(7Z,10Z,13Z,16Z-docosatetraenoyl)-glycero-3-phospho-(1'-sn-glycerol) CCCCC/C=C\C/C=C\CCCCCCCCCC(=O)OC[C@H](COP(=O)(O)OC[C@H](CO)O)OC(=O)CCCCC/C=C\C/C=C\C/C=C\C/C=C\CCCCC